(S)-N-((R)-2-amino-6,7-dihydro-5H-cyclopenta[b]pyridin-5-yl)-2-((2R,4S)-4-(4-fluorobenzyl)pyrrolidine-2-carbonyl)-2-azaspiro[3.3]heptane-1-carboxamide NC1=CC=C2C(=N1)CC[C@H]2NC(=O)[C@H]2N(CC21CCC1)C(=O)[C@@H]1NC[C@H](C1)CC1=CC=C(C=C1)F